OCCCCOP(=O)([O-])[O-].[K+].[K+] dipotassium (4-hydroxybutyl)-phosphate